N-(2-amino-4,5,6,7-tetrahydrobenzo[d]thiazol-6-yl)-1-(2,3-dichlorophenyl)piperidine-4-carboxamide NC=1SC2=C(N1)CCC(C2)NC(=O)C2CCN(CC2)C2=C(C(=CC=C2)Cl)Cl